N-((1R,6S)-6-(4-cyclobutylpiperazin-1-yl)-2,2-difluorocyclohexyl)-2-(3-cyclopropyl-2-(3,5-difluorophenyl)pyridin-4-yl)acetamide C1(CCC1)N1CCN(CC1)[C@H]1CCCC([C@@H]1NC(CC1=C(C(=NC=C1)C1=CC(=CC(=C1)F)F)C1CC1)=O)(F)F